OC=1C=C2C3(CN(C2=CC1)C(=O)C1=CC(=CC=C1)S(=O)(=O)N1CCCCC1)CCCCC3 (5'-hydroxyspiro[cyclohexane-1,3'-indolin]-1'-yl)(3-(piperidin-1-ylsulfonyl)phenyl)methanone